N-[2-(2-aminoethoxy)ethyl]-4-[[3-[1-but-3-yn-2-yl-3-(trifluoromethyl)pyrazol-4-yl]imidazo[1,2-a]pyrazin-8-yl]amino]-2-ethylbenzamide NCCOCCNC(C1=C(C=C(C=C1)NC=1C=2N(C=CN1)C(=CN2)C=2C(=NN(C2)C(C)C#C)C(F)(F)F)CC)=O